(R)-4-(3-(1-acryloylpyrrolidin-3-yl)-5,8-dimethylimidazo[1,5-a]pyrazin-1-yl)-N-(pyridin-2-yl)benzamide C(C=C)(=O)N1C[C@@H](CC1)C1=NC(=C2N1C(=CN=C2C)C)C2=CC=C(C(=O)NC1=NC=CC=C1)C=C2